(E)-4-(2,6-difluorophenyl)-2-o-bromophenylvinyl-thiazole FC1=C(C(=CC=C1)F)C=1N=C(SC1)\C=C\C1=C(C=CC=C1)Br